3-((4-(1-(4-Chloro-2-fluoro-3-methylphenyl)-1,2,3,6-tetrahydropyridin-4-yl)-5-fluoro-2-methoxyphenyl)amino)piperidine-2,6-dione ClC1=C(C(=C(C=C1)N1CCC(=CC1)C1=CC(=C(C=C1F)NC1C(NC(CC1)=O)=O)OC)F)C